COC=1C(C=2C=CC=C3C=CC(=C(C1)C23)C2=CC(=C(C(=C2)OC)OC)OC)=O 2-Methoxy-4-(3,4,5-trimethyloxyphenyl)-1H-phenalen-1-one